ClC1=C(C=CC=C1)C1=NC=2N(C(N(C(C2N1C1=CC=C(C=C1)Cl)=O)CCO)=O)C1CCCCC1 8-(2-chlorophenyl)-7-(4-chlorophenyl)-3-cyclohexyl-1-(2-hydroxyethyl)-2,3,6,7-tetrahydro-1H-purine-2,6-dione